5Z,8Z,11Z-Icosatrienoic acid CCCCCCCC/C=C\C/C=C\C/C=C\CCCC(=O)O